2-[6-(4-methylpiperidin-1-yl)-1H-pyrazolo[3,4-b]pyrazin-1-yl]-N-([1,2,4]triazolo[1,5-a]pyridin-7-yl)acetamide CC1CCN(CC1)C1=CN=C2C(=N1)N(N=C2)CC(=O)NC2=CC=1N(C=C2)N=CN1